(S)-quinuclidin-3-yl((R)-6-fluoro-5-(3-isopropylphenyl)-2,2-dimethyl-2,3-dihydro-1H-inden-1-yl)carbamate N12C[C@H](C(CC1)CC2)OC(N[C@@H]2C(CC1=CC(=C(C=C21)F)C2=CC(=CC=C2)C(C)C)(C)C)=O